OC(N(C)CC1=CC=CC=C1)(O)O tris-hydroxy-benzyldimethylamine